2,6-tolylendiamin CC1=C(C=CC=C1N)N